tert-Butyl 3-(bis(tert-butoxycarbonyl)amino)-6-(4-nitrophenyl)-4-(trifluoromethyl)-pyrazolo[3,4-d]pyrimidine-1-carboxylate C(C)(C)(C)OC(=O)N(C1=NN(C2=NC(=NC(=C21)C(F)(F)F)C2=CC=C(C=C2)[N+](=O)[O-])C(=O)OC(C)(C)C)C(=O)OC(C)(C)C